styryl-diazoepoxypropyl-naphthyridine C(=CC1=CC=CC=C1)C1=C2C(=C3C(=NC2=NC=C1)O3)CCC=[N+]=[N-]